dipotassium cystine C([C@@H](C(=O)O)N)SSC[C@@H](C(=O)O)N.[K].[K]